5-((((1R,4R)-2,2-difluoro-4-(((7-fluoro-1H-indol-4-yl)methyl)amino)cyclohexyl)amino)methyl)-1,3-dimethyl-1,3-dihydro-2H-benzo[d]imidazol-2-one FC1([C@@H](CC[C@H](C1)NCC1=C2C=CNC2=C(C=C1)F)NCC1=CC2=C(N(C(N2C)=O)C)C=C1)F